3-((Boc)amino)propionic acid C(=O)(OC(C)(C)C)NCCC(=O)O